lithium bis-fluoromalonate phosphinite P[O-].FC(C(=O)O)(C(=O)O)F.[Li+]